4,5-dichloro-3,6-dioxo-cyclohexane-1,4-diene-1,2-dinitrile ClC=1C(C(=C(C(C1Cl)=O)C#N)C#N)=O